[N-](C#N)C#N.C(C)N1CN(C=2N(C(N(C)C(C12)=O)=O)C)C 7-ethyl-9-methyl-theophylline dicyanamide salt